C1(CCCC1)C1=CC(=NN1)NC=1C=C(N=NC1)C(=O)OC methyl 5-((5-cyclopentyl-1H-pyrazol-3-yl)amino)pyridazine-3-carboxylate